6,8-difluoro-7-hydroxy-2-oxochromene-3-carboxylic acid FC=1C=C2C=C(C(OC2=C(C1O)F)=O)C(=O)O